CCC(C(=O)[O-])CC 2-2-ethylbutanoate